4-amino-2-fluoro-5-nitro-N-(4-(trifluoromethoxy)phenyl)benzenesulfonamide NC1=CC(=C(C=C1[N+](=O)[O-])S(=O)(=O)NC1=CC=C(C=C1)OC(F)(F)F)F